COC1CC(N(CC1)C(=O)OCC1=CC=CC=C1)C1=CC(=C(C=C1)C(=O)OC)NC benzyl 4-methoxy-2-(4-(methoxycarbonyl)-3-(methylamino)phenyl)piperidine-1-carboxylate